4-(3,4-difluorophenyl)-N-[3-fluoro-4-(5-methyl-1,2,4-triazol-1-yl)phenyl]-6,7-dihydro-5H-[1,2,4]triazolo[1,5-a]pyrimidin-2-amine FC=1C=C(C=CC1F)N1C=2N(CCC1)N=C(N2)NC2=CC(=C(C=C2)N2N=CN=C2C)F